CN1CCC(CC1)C1=C(C=CC=C1)C1N(CCC1)C1=CC=C(C=C1)C1=CC=C(C=C1)C(=O)[O-] 4'-(2-(2-(1-methylpiperidin-4-yl)phenyl)pyrrolidin-1-yl)-[1,1'-biphenyl]-4-carboxylate